(7S,9aR)-7-(4-chlorophenyl)-7-hydroxy-3,4,6,8,9,9a-hexahydro-1H-pyrido[1,2-a]pyrazin ClC1=CC=C(C=C1)[C@]1(CC[C@H]2N(CCNC2)C1)O